NC1CCN(CC1)C1=C(C=NC2=CC=C(C=C12)C=1C(=C(C#N)C=CC1)OCCOC)C1=CC(=CC(=C1)F)F 3-[4-(4-aminopiperidin-1-yl)-3-(3,5-difluorophenyl)quinolin-6-yl]-2-(2-methoxyethoxy)benzonitrile